C(CCCCCCCCCCCC)N tridecaneamine